adenosine-5'-phosphoric acid C1=NC(=C2C(=N1)N(C=N2)[C@H]3[C@@H]([C@@H]([C@H](O3)COP(=O)(O)O)O)O)N